ClC=1C=C(C=CC1C1=NC(=C(C=C1)F)C#N)S(=O)(=O)N1[C@H](C[C@H](C1)F)C(=O)N (2R,4R)-1-((3-chloro-4-(6-cyano-5-fluoropyridin-2-yl)phenyl)sulfonyl)-4-fluoropyrrolidine-2-carboxamide